COC(C(=O)N)(C)C 2-methoxy-2-methylpropanamide